1-((3-((3-(difluoromethoxy)-5-methylpyridin-2-yl)carbamoyl)-3-(2-isopropylphenyl)azetidine-1-carbonyl)oxy)cyclopropane-1-carboxylic acid FC(OC=1C(=NC=C(C1)C)NC(=O)C1(CN(C1)C(=O)OC1(CC1)C(=O)O)C1=C(C=CC=C1)C(C)C)F